1-{[3-{2-[2-(2-methoxyethoxy)ethoxy]ethoxy}tricyclo[3.3.1.13,7]dec-1-yl]methyl}-4-bromo-5-methyl-1H-pyrazole COCCOCCOCCOC12CC3(CC(CC(C1)C3)C2)CN2N=CC(=C2C)Br